bis(1-methyl-3-n-butylcyclopentadienyl)titanium CC1(C=C(C=C1)CCCC)[Ti]C1(C=C(C=C1)CCCC)C